hexyl para-aminobenzoate NC1=CC=C(C(=O)OCCCCCC)C=C1